7-[(4R,10bS)-4-methyl-8-piperazin-1-yl-3,4,6,10b-tetrahydro-1H-pyrazino[2,1-a]isoindol-2-yl]-1,3-benzothiazole-4-carbonitrile C[C@@H]1CN(C[C@H]2N1CC1=CC(=CC=C21)N2CCNCC2)C=2C=CC(=C1N=CSC12)C#N